C(CCC)N1C2=CC=C(C=C2C=2C=CN=C(C12)C)NC(=S)NC1=CC=C(C=C1)C 1-(9-butyl-1-methyl-β-carbolin-6-yl)-3-(p-tolyl)thiourea